tert-butyl (4S)-4-[7-amino-3-(2-fluoro-6-methyl-phenyl)-2-oxo-4H-pyrimido[4,5-d]pyrimidin-1-yl]azepane-1-carboxylate NC1=NC=C2C(=N1)N(C(N(C2)C2=C(C=CC=C2C)F)=O)[C@@H]2CCN(CCC2)C(=O)OC(C)(C)C